FC=1C=C2CCN(CC2=C(C1)F)C(=O)[O-] 6,8-difluoro-3,4-dihydroisoquinoline-2(1H)-carboxylate